methyl (Z)-2-azido-3-(2-chlorophenyl)prop-2-enoate N(=[N+]=[N-])\C(\C(=O)OC)=C/C1=C(C=CC=C1)Cl